N1=CC=C(C=C1)C=1N=C(C2=C(N1)C=NC=C2)N2CCC1(CCN(C1)C(C)=O)CC2 1-(8-(2-(pyridin-4-yl)pyrido[3,4-d]pyrimidin-4-yl)-2,8-diazaspiro[4.5]decan-2-yl)ethan-1-one